4-[2-(3,5-difluorophenoxy)-5-(methylsulfonyl)phenyl]-6-methyl-1,6-dihydro-7H-pyrrolo[2,3-c]pyridin-7-one FC=1C=C(OC2=C(C=C(C=C2)S(=O)(=O)C)C=2C3=C(C(N(C2)C)=O)NC=C3)C=C(C1)F